(S)-8-hydroxy-5,6,7,8-tetrahydronaphthalene-2-carboxylate O[C@H]1CCCC=2C=CC(=CC12)C(=O)[O-]